tert-butyl (S)-2-(2-(2-vinylphenyl) pyrrolidin-1-yl)-7-azaspiro[3.5]nonane-7-carboxylate C(=C)C1=C(C=CC=C1)[C@H]1N(CCC1)C1CC2(C1)CCN(CC2)C(=O)OC(C)(C)C